6-methyl-5-(pyrazolo[1,5-a]pyridin-5-yl)-2,3-dihydro-1H-inden-4-amine CC=1C(=C(C=2CCCC2C1)N)C1=CC=2N(C=C1)N=CC2